6-fluoro-N-(6-(4-isopropyl-4H-1,2,4-triazol-3-yl)pyridin-2-yl)-1H-indole-3-carboxamide FC1=CC=C2C(=CNC2=C1)C(=O)NC1=NC(=CC=C1)C1=NN=CN1C(C)C